ClC=1C(=CC(=C(C1)C=1NC=2C=CN=C(C2C(C1)=O)C(=O)N)C)C1(CC1)C 2-(5-chloro-2-methyl-4-(1-methylcyclopropyl)phenyl)-4-oxo-1,4-dihydro-1,6-naphthyridine-5-carboxamide